1-(3,5-dicarboxyphenyl)-4-oxo-1,4-dihydro-pyridazine-3-carboxylic acid C(=O)(O)C=1C=C(C=C(C1)C(=O)O)N1N=C(C(C=C1)=O)C(=O)O